1,4-dimethoxyl-xylene O(C)C1(C(C=C(C=C1)OC)C)C